Butanoic acid, (3Z)-3-hexenyl ester C(CCC)(=O)OCC\C=C/CC